(5-phenyl-4,5-dihydro-1H-pyrazol-1-yl)(1-(trifluoromethyl)cyclopropyl)methanone C1(=CC=CC=C1)C1CC=NN1C(=O)C1(CC1)C(F)(F)F